ClC=1C(=C(C=CC1)C1(CNCC1)NC1=CC=C2C=CN(C(C2=C1)=O)C([2H])([2H])[2H])C 7-{[3-(3-chloro-2-methylphenyl)pyrrolidin-3-yl]amino}-2-(2H3)methylisoquinolin-1-one